FC1=CC=C(C=NNC2=NC=CC=C2)C=C1 2-(2-p-fluorobenzylidenehydrazino)pyridine